C(C)OC(C(C)(C)OC1=C(C=C(C=C1C)C(CC)N1N=CN(C1=O)C1=CC=C(C=C1)C(F)(F)F)C)=O 2-(2,6-Dimethyl-4-(1-(5-oxo-4-(4-(trifluoromethyl)phenyl)-4,5-dihydro-1H-1,2,4-triazol-1-yl)propyl)phenoxy)-2-methylpropionic acid ethyl ester